ClCCSCC 2-[(2-chloroethyl)thio]-ethane